8-[6-(trifluoromethyl)pyridin-2-yl]-2,8-diazaspiro[4.5]decan-1-one FC(C1=CC=CC(=N1)N1CCC2(CCNC2=O)CC1)(F)F